CN1CCN(CC1)CC(C(=O)OCC)C1=CC=CC=C1 ethyl 3-(4-methylpiperazin-1-yl)-2-phenylpropionate